NC(C1CCN(CC1)C([C@@H](CO)O)=O)C1=C(C(=C(C=C1O)Cl)Cl)F (2R)-1-[4-[amino(3,4-dichloro-2-fluoro-6-hydroxyphenyl)methyl]piperidin-1-yl]-2,3-dihydroxypropan-1-one